2-(4-bromo-2-fluorophenyl)propan-1-amine BrC1=CC(=C(C=C1)C(CN)C)F